ClC=1C=C(C#N)C=C(C1)OC1=C(N=CN(C1=O)CC1=C(N=NC(=C1)Cl)OC)C(F)F 3-chloro-5-((1-((6-chloro-3-methoxypyridazin-4-yl)methyl)-4-(difluoromethyl)-6-oxo-1,6-dihydropyrimidin-5-yl)oxy)benzonitrile